2-(2-(((3S,4r)-1-ethyl-4-fluoropiperidin-3-yl)amino)-[1,2,4]triazolo[1,5-a]pyrimidin-5-yl)-3-methyl-5-(trifluoromethyl)phenol C(C)N1C[C@@H]([C@@H](CC1)F)NC1=NN2C(N=C(C=C2)C2=C(C=C(C=C2C)C(F)(F)F)O)=N1